CC=1C=CC2=C(CCC=3C(=NC=CC3)C2=C2CCN(CC2)C[C@H]2[C@@H](CCCC2)CN2C(C3CCCCC3C2=O)=O)C1 2-((trans-2-((4-(8-methyl-5,6-dihydro-11H-benzo[5,6]cyclohepta[1,2-b]pyridin-11-ylidene)piperidin-1-yl)methyl)cyclohexyl)methyl)hexa-hydro-1H-isoindole-1,3(2H)-dione